NC1=C(C(=O)NC2=CN=CC3=CC=CC=C23)C=C(C=C1)OC 2-amino-N-(isoquinolin-4-yl)-5-methoxybenzamide